1-methyl-5-(trifluoromethyl)-1H-pyrazol-3-yl-lithium CN1N=C(C=C1C(F)(F)F)[Li]